C(C)(=O)N1[C@H]([C@H](CCC1)NS(=O)(=O)C)CO[C@@H]1CC[C@@H](CC1)C N-(cis-1-acetyl-2-(((cis-4-methylcyclohexyl)oxy)methyl)-piperidin-3-yl)methanesulfonamide